(S)-N-((2,2-dimethyl-1,3-dioxan-4-yl)methyl)-2-((2-fluoro-4-iodophenyl)amino)-7-oxo-4,5,6,7-tetrahydrobenzo[b]thiophene-3-carboxamide CC1(OCC[C@H](O1)CNC(=O)C=1C2=C(SC1NC1=C(C=C(C=C1)I)F)C(CCC2)=O)C